(S)-3-(5-(3,5-dimethylisoxazol-4-yl)thiophen-2-yl)-3-(3-(1-methyl-4-oxo-2-oxo-1,2-dihydropyridin-3-yl)ureido)propanoic acid CC1=NOC(=C1C1=CC=C(S1)[C@H](CC(=O)O)NC(=O)NC1C(N(C=CC1=O)C)=O)C